1-{4-[7-(aminocarbonyl)-2H-indazol-2-yl]benzyl}-3,3-difluoropyrrolidinium trifluoroacetate FC(C(=O)[O-])(F)F.NC(=O)C1=CC=CC2=CN(N=C12)C1=CC=C(C[NH+]2CC(CC2)(F)F)C=C1